3,5-Dichloro-N-(2-(3-(dimethylamino)propoxy)-5-(3'-methyl-2'-oxo-2',3'-dihydrospiro[cyclobutane-1,1'-pyrrolo[2,3-c]quinolin]-8'-yl)pyridin-3-yl)benzenesulfonamide hydrochloride Cl.ClC=1C=C(C=C(C1)Cl)S(=O)(=O)NC=1C(=NC=C(C1)C1=CC=2C3=C(C=NC2C=C1)N(C(C31CCC1)=O)C)OCCCN(C)C